[Si](C1=CC=CC=C1)(C1=CC=CC=C1)(C(C)(C)C)O[C@@H](COC1=CC(=C2C(=N1)SC(=N2)Cl)C)C (R)-5-(2-((tert-butyldiphenylsilyl)oxy)propoxy)-2-chloro-7-methylthiazolo[5,4-b]pyridine